tert-butyl 3-amino-6-methylazepane-1-carboxylate NC1CN(CC(CC1)C)C(=O)OC(C)(C)C